N[C@@H](CN[C@H](COC)C1=CC=2N(N=C1)C=C(N2)[C@H](C2CCC(CC2)(F)F)NC(OC(C)(C)C)=O)C(F)F tert-butyl ((S)-(7-((S)-1-(((S)-2-amino-3,3-difluoropropyl)amino)-2-methoxyethyl)imidazo[1,2-b]pyridazin-2-yl)(4,4-difluorocyclohexyl)methyl)carbamate